(1R,5R)-N-(4-(3-(2,6-difluorophenyl)-1-methyl-1H-pyrazol-4-yl)-7-methoxypyrido[3,2-d]pyrimidin-6-yl)-3-methyl-3-azabicyclo[3.1.0]hexane-1-carboxamide FC1=C(C(=CC=C1)F)C1=NN(C=C1C=1C2=C(N=CN1)C=C(C(=N2)NC(=O)[C@]21CN(C[C@@H]1C2)C)OC)C